cobalt acetate phosphate P(=O)([O-])([O-])[O-].C(C)(=O)[O-].[Co+4]